C1(CCCCC1)C1=CC=C(CNC2=C(C=C(C(=O)OCC3=CC=CC=C3)C=C2)C)C=C1 benzyl 4-((4-cyclohexylbenzyl)amino)-3-methylbenzoate